(R)-3-((2-chloro-5-((1-(2,2-difluoroethyl)-1H-pyrazol-4-yl)ethynyl)pyridin-4-yl)amino)butan-1-ol ClC1=NC=C(C(=C1)N[C@@H](CCO)C)C#CC=1C=NN(C1)CC(F)F